FC(N1N=C(C=C1)[C@@H](C(C)C)N)F (R)-1-(1-(difluoromethyl)-1H-pyrazol-3-yl)-2-methylpropan-1-amine